4-(4-pentyl-(cyclohexyl))phenylboronic acid C(CCCC)C1CCC(CC1)C1=CC=C(C=C1)B(O)O